ClC=1C=C(C=CC1)N1C(C2(CCOC2=O)CC1)=O 7-(3-chlorophenyl)-2-oxa-7-azaspiro[4.4]nonane-1,6-dione